4-(4-bromo-N-methyl-anilino)-1-methyl-piperidin-2-one BrC1=CC=C(N(C)C2CC(N(CC2)C)=O)C=C1